p-hydroxybenzenesulfonic acid O=S(=O)(O)C1C=CC(O)=CC=1